C(=O)(O)CCN[C@@H](CCCNC(N)=N)C(=O)O (2-carboxyethyl)-l-arginine